NC1CCC(CC1)CN(C[C@H](O)C1=CC(=CC=C1)F)CC1=CC=CC=C1 (R)-2-((((1r,4R)-4-aminocyclohexyl)methyl)(benzyl)amino)-1-(3-fluorophenyl)ethan-1-ol